FC=1C=NC(=NC1)[C@H](C)NC1=CC=C2C(=N1)N(C=N2)C2=NNC(=C2)OC(C)C N-[(1S)-1-(5-fluoropyrimidin-2-yl)ethyl]-3-(5-isopropoxy-1H-pyrazol-3-yl)-3H-imidazo[4,5-b]pyridin-5-amine